6-ethyl-N-(pyridin-4-ylmethyl)quinoline-8-carboxamide C(C)C=1C=C2C=CC=NC2=C(C1)C(=O)NCC1=CC=NC=C1